methyl 2-((5-(((benzyloxy) carbonyl) amino) hexyl) amino)-4-chlorobenzoate C(C1=CC=CC=C1)OC(=O)NC(CCCCNC1=C(C(=O)OC)C=CC(=C1)Cl)C